4-([1,1'-biphenyl]-4-yl)-N-(4-methyl-1-azabicyclo[3.2.2]non-4-yl)piperidine-1-carboxamide C1(=CC=C(C=C1)C1CCN(CC1)C(=O)NC1(CCN2CCC1CC2)C)C2=CC=CC=C2